N-((1,2,3,5,6,7-hexahydro-s-indacen-4-yl)carbamoyl)-1-(2-(piperidin-1-yl)ethyl)-1H-pyrazole-3-sulfonamide C1CCC2=C(C=3CCCC3C=C12)NC(=O)NS(=O)(=O)C1=NN(C=C1)CCN1CCCCC1